Cl.S1C(=NC=C1)[C@@H]1C[C@H](NC1)C(=O)OC methyl (2S,4R)-4-(thiazol-2-yl)pyrrolidine-2-carboxylate hydrochloride